2-methyl-N-[(1S)-1-[3-(2-methyl-4-pyridinyl)-1,2,4-oxadiazol-5-yl]ethyl]-5-(trifluoromethyl)pyrazole-3-carboxamide CN1N=C(C=C1C(=O)N[C@@H](C)C1=NC(=NO1)C1=CC(=NC=C1)C)C(F)(F)F